(1R,3r)-3-({6-[2-(5-chloro-2-methoxypyridine-3-sulfonylamino)-3-fluoropyridin-4-yl]-5-fluoroquinazolin-2-yl}amino)-N-methylcyclopentane-1-carboxamide ClC=1C=C(C(=NC1)OC)S(=O)(=O)NC1=NC=CC(=C1F)C=1C(=C2C=NC(=NC2=CC1)N[C@H]1C[C@@H](CC1)C(=O)NC)F